(3-(piperazin-1-yl)pyrazin-2-yl)(4-(trifluoromethyl)phenyl)methanol N1(CCNCC1)C=1C(=NC=CN1)C(O)C1=CC=C(C=C1)C(F)(F)F